3-(2-(((1,1,1,3,3,3-Hexafluoropropan-2-yl)oxy)carbonyl)benzoyl)-1-methyl-5-(trifluoromethyl)-1H-indazole 2-oxide FC(C(C(F)(F)F)OC(=O)C1=C(C(=O)C2=[N+](N(C3=CC=C(C=C23)C(F)(F)F)C)[O-])C=CC=C1)(F)F